(3-{[2-(4-Chlorophenyl)imidazo[1,2-a]pyridin-3-yl]methyl}-3,6-diazabicyclo[3.1.1]hept-6-yl)(6-methoxy-3-methylpyridin-2-yl)methanon ClC1=CC=C(C=C1)C=1N=C2N(C=CC=C2)C1CN1CC2N(C(C1)C2)C(=O)C2=NC(=CC=C2C)OC